3-(2-(6-aminopyrimidin-4-yl)-5-(pyrazin-2-yl)phenyl)propanamide NC1=CC(=NC=N1)C1=C(C=C(C=C1)C1=NC=CN=C1)CCC(=O)N